N1=CCNC2=CC=CC=C12 3,4-dihydroquinoxalin